ClC=1C=C2C(=CC(=NC2=CC1)C)C(=O)N[C@@H]1CCO[C@]12O[C@@H]([C@@H]([C@@H]([C@H]2O)N2N=CC(=C2)C2=CC(=C(C(=C2)F)F)F)O)CO 6-chloro-N-((4R,5S,7R,8R,9S,10R)-8,10-dihydroxy-7-(hydroxymethyl)-9-(4-(3,4,5-trifluorophenyl)-1H-pyrazol-1-yl)-1,6-dioxaspiro[4.5]dec-4-yl)-2-methylquinoline-4-carboxamide